FC1=CC(=C(OC=2C=C(C=C(C2)C(C)(C)O)C=2C3=C(C(N(C2)C)=O)C=C(S3)C(=O)NC3CCC(CC3)C(=O)OC)C(=C1)C)C (1r,4r)-Methyl 4-(7-(3-(4-fluoro-2,6-dimethylphenoxy)-5-(2-hydroxypropan-2-yl)phenyl)-5-methyl-4-oxo-4,5-dihydrothieno[3,2-c]pyridine-2-carboxamido)cyclohexanecarboxylate